(S)-5-Fluoro-4-[6-fluoro-2-(5-fluoro-2-pyridyl)-6-(methoxymethyl)-5,7-dihydro-4H-pyrazolo[1,5-a]pyridin-3-yl]-6-methyl-1H-pyrazolo[3,4-b]pyridine FC=1C(=C2C(=NC1C)NN=C2)C=2C(=NN1C2CC[C@](C1)(COC)F)C1=NC=C(C=C1)F